N-(6-amino-5-methylpyridin-3-yl)-2-(5-methyl-2-(4-(trifluoromethyl)phenyl)piperidin-1-yl)-2-oxoacetamide NC1=C(C=C(C=N1)NC(C(=O)N1C(CCC(C1)C)C1=CC=C(C=C1)C(F)(F)F)=O)C